3-(3-{4-[(1,1-dioxo-1λ6-thian-4-yl)amino]-1-(2,2,2-trifluoroethyl)-1H-indol-2-yl}prop-2-yn-1-yl)-1-(6-methanesulfonylpyridin-3-yl)urea O=S1(CCC(CC1)NC1=C2C=C(N(C2=CC=C1)CC(F)(F)F)C#CCNC(NC=1C=NC(=CC1)S(=O)(=O)C)=O)=O